CC1=NN(C(=C1)C)CCN(CC[C@@H](C(=O)O)NC1=NC=NC2=CC=CC=C12)CCCCC1=NC=2NCCCC2C=C1 (S)-4-((2-(3,5-dimethyl-1H-pyrazol-1-yl)ethyl)(4-(5,6,7,8-tetrahydro-1,8-naphthyridin-2-yl)butyl)amino)-2-(quinazolin-4-ylamino)butanoic acid